ClC1=C(C=C(C=C1)Cl)C1=CN=C(O1)CSC=1C2=C(N=C(N1)C)N=CC=C2 5-(2,5-Dichlorophenyl)-2-[({2-methylpyrido[2,3-d]pyrimidin-4-yl}sulfanyl)methyl]-1,3-oxazol